C[C@@H]1OCCC(C1)C1=NC2=CC=C(C=C2C=C1)CN1C[C@H](CC1)OC=1C=C2CN(C(C2=CC1)=O)C1C(NC(CC1)=O)=O 3-(5-(((3S)-1-((2-((2S)-2-Methyltetrahydro-2H-pyran-4-yl)quinolin-6-yl)methyl)pyrrolidin-3-yl)oxy)-1-oxoisoindolin-2-yl)piperidine-2,6-dione